C(C)OC(=O)C=1N=CC=2CN(CC(C2C1)CC)C1=CC(=C(C(=C1)F)Cl)F 7-(4-chloro-3,5-difluorophenyl)-5-ethyl-5,6,7,8-tetrahydro-2,7-naphthyridine-3-carboxylic acid ethyl ester